F[C@@H]1[C@]2(CCC[C@@](C[C@@H]1OC1=CC=C(N=N1)C=1C=C3C=CC(=NC3=CC1O)C(=O)NC)(N2)C)C 6-(6-(((1r,2r,3s,5s)-2-fluoro-1,5-dimethyl-9-azabicyclo[3.3.1]non-3-yl)oxy)pyridazin-3-yl)-7-hydroxy-N-methylquinoline-2-carboxamide